(S)-N-(1-(4-(1-methyl-6-oxo-1,6-dihydropyrimidin-5-yl)phenyl)cyclopropyl)-5-(1-phenylethyl)-4H-1,2,4-triazole-3-carboxamide CN1C=NC=C(C1=O)C1=CC=C(C=C1)C1(CC1)NC(=O)C1=NN=C(N1)[C@@H](C)C1=CC=CC=C1